methoxy-3'-(methoxycarbonyl)-[1,1'-biphenyl]-3-carboxylic acid COC1=C(C=CC=C1C(=O)O)C1=CC(=CC=C1)C(=O)OC